4-(4-methoxybenzyl) 1-(1-(methylsulfonyl)piperidin-4-yl) 2-methylenesuccinate C=C(C(=O)OC1CCN(CC1)S(=O)(=O)C)CC(=O)OCC1=CC=C(C=C1)OC